(2-(4-(difluoromethoxy)-3-isopropoxyphenyl)oxazol-4-yl)methylamine FC(OC1=C(C=C(C=C1)C=1OC=C(N1)CN)OC(C)C)F